O1[C@@H](CC1)CN1C(=NC2=C1C=C(C=C2)C(=O)OC)CN2C(CC(=CC2)OS(=O)(=O)C(F)(F)F)=O methyl (S)-1-(oxetan-2-ylmethyl)-2-((2-oxo-4-(((trifluoromethyl) sulfonyl) oxy)-3,6-dihydropyridin-1(2H)-yl) methyl)-1H-benzo[d]imidazole-6-carboxylate